(2R)-1-[2-methylsulfanyl-5-(trifluoromethyl)pyrimidin-4-yl]oxypropan-2-ol CSC1=NC=C(C(=N1)OC[C@@H](C)O)C(F)(F)F